5-fluoro-2-(8-iodo-2,4-dioxo-6-(trifluoromethyl)-1,2,3,4-tetrahydroquinazolin-7-yl)benzonitrile FC=1C=CC(=C(C#N)C1)C1=C(C=C2C(NC(NC2=C1I)=O)=O)C(F)(F)F